2-(2-(1-(Cyclopropylsulfonyl)-1H-pyrazol-4-yl)pyrimidin-4-yl)-N4-((1s,4s)-4-((2,2-difluoroethyl)amino)cyclohexyl)-5-(2-(trifluoromethyl)thiazol-4-yl)pyridine-2,4-diamine C1(CC1)S(=O)(=O)N1N=CC(=C1)C1=NC=CC(=N1)C1(NC=C(C(=C1)NC1CCC(CC1)NCC(F)F)C=1N=C(SC1)C(F)(F)F)N